undecapropylene glycol monotosylate S(=O)(=O)(O)C1=CC=C(C)C=C1.CC(COC(C)COC(C)COC(C)COC(C)COC(C)COC(C)COC(C)COC(C)COC(C)COC(C)CO)O